N-(7-chloro-6-(1-(4-hydroxy-3-methyltetrahydrofuran-3-yl)piperazin-4-yl)isoquinolin-3-yl)-2,2-dimethyltetrahydrofuran-3-carboxamide ClC1=C(C=C2C=C(N=CC2=C1)NC(=O)C1C(OCC1)(C)C)N1CCN(CC1)C1(COCC1O)C